OC1=C(C=C2C(=C(C(N(C2=C1)C)=O)C#N)N1CCC(CC1)(C=1OC2=C(N1)C=C(C=C2)C)C)C#N 7-hydroxy-1-methyl-4-[4-methyl-4-(5-methyl-1,3-benzoxazol-2-yl)piperidin-1-yl]-2-oxo-1,2-dihydroquinoline-3,6-dicarbonitrile